(2R,4S)-N-((S)-1-(((1H-pyrrolo[3,2-c]pyridin-2-yl)methyl)amino)-1-oxopropan-2-yl)-4-phenylpiperidine-2-carboxamide bis-trifluoroacetate FC(C(=O)O)(F)F.FC(C(=O)O)(F)F.N1C(=CC=2C=NC=CC21)CNC([C@H](C)NC(=O)[C@@H]2NCC[C@@H](C2)C2=CC=CC=C2)=O